2-(4-nitrophenyl)-3,4-dihydroisoquinolin-1(2H)-one [N+](=O)([O-])C1=CC=C(C=C1)N1C(C2=CC=CC=C2CC1)=O